3-hydroxymethyl-1,2-propylene glycol OCCC(CO)O